(3S)-3-[({4-[7-(aminocarbonyl)-2H-indazol-2-yl]phenyl}amino)carbonyl]-1-methylpyrrolidinium trifluoroacetate FC(C(=O)[O-])(F)F.NC(=O)C1=CC=CC2=CN(N=C12)C1=CC=C(C=C1)NC(=O)[C@@H]1C[NH+](CC1)C